ClC1=C(C=C(C=2C3=C(NC12)CCNC(C3C)=O)OCC=3N=COC3)Cl 7,8-dichloro-1-methyl-10-(oxazol-4-ylmethoxy)-3,4,5,6-tetrahydroazepino[4,5-b]indol-2(1H)-one